ClC1=C(C=CC(=C1)OC1=C(C=CC=C1)F)C(=O)C1=CNC2=NC=C(C(=C21)N[C@H]2CO[C@@H](CC2)CO)OC (2-chloro-4-(2-fluorophenoxy)phenyl)(4-(((3R,6S)-6-(hydroxymethyl)tetrahydro-2H-pyran-3-yl)amino)-5-methoxy-1H-pyrrolo[2,3-b]pyridin-3-yl)methanone